NCC=1C=C(C=CC1)N1N=C(C=C1C(=O)NC1=C(C=CC(=C1)C(CCC1CC1)(C=1C=NC=CC1)NC(CC(C)C)=O)F)C(F)(F)F 1-(3-(aminomethyl)phenyl)-N-(5-(3-cyclopropyl-1-(3-methylbutanamido)-1-(pyridin-3-yl)propyl)-2-fluorophenyl)-3-(trifluoromethyl)-1H-pyrazole-5-carboxamide